(2-(2-(((S)-1-((tert-butoxycarbonyl) amino) propan-2-yl) oxy)-4-fluorophenyl) ((R)-1-hydroxypropan-2-yl) amino)-6-fluoro-pyrazolo[1,5-a]pyrimidine-3-carboxylate C(C)(C)(C)OC(=O)NC[C@H](C)OC1=C(C=CC(=C1)F)[C@@](CO)(C)NC1=NN2C(N=CC(=C2)F)=C1C(=O)[O-]